1-(4-iodo-1-(3-(piperazin-1-yl)bicyclo[1.1.1]pentan-1-yl)-1H-imidazol-2-yl)-2-methylpropan-1-ol IC=1N=C(N(C1)C12CC(C1)(C2)N2CCNCC2)C(C(C)C)O